4-thioxo-4H-pyrido[1,2-a]pyrimidine-2-carboxamide S=C1C=C(N=C2N1C=CC=C2)C(=O)N